ClC1=C(C=CC=C1)C1C(=C(NC(=C1C(=O)O)C)COCCN1N=NC(=C1)C1=CC(=CC=C1)OC(F)(F)F)C(=O)O 4-(2-chlorophenyl)-6-methyl-2-((2-(4-(3-(trifluoromethoxy)phenyl)-1H-1,2,3-triazol-1-yl)ethoxy)methyl)-1,4-dihydropyridine-3,5-dicarboxylic acid